COC1=NC=CC(=C1C1=CC=2C(=CN=C(C2)NC(=O)[C@H]2[C@@H](C2)CO)N1C)OC trans-N-[2-(2,4-dimethoxypyridin-3-yl)-1-methylpyrrolo[2,3-c]pyridin-5-yl]-2-(hydroxymethyl)cyclopropane-1-carboxamide